2-oxo-6-(prop-2-yn-1-ylamino)benzo[cd]indol O=C1NC2=CC=C(C=3C2=C1C=CC3)NCC#C